[Zn].C(C)OC(C)OC1CCCCCCCCCCC1 (1-ethoxyethoxy)cyclododecane zinc